C(C)(C)(C)N(C(O)=O)C(CC1=C(C=CC(=C1)OC)OC)CO.BrC1=CC(=C(C=C1)Cl)CC1=CC=C(C=C1)OC 4-bromo-1-chloro-2-(4-methoxybenzyl)benzene tert-butyl-(1-(2,5-dimethoxyphenyl)-3-hydroxypropan-2-yl)carbamate